3-(3,4-dichlorophenyl)-N,N-dimethylurea ClC=1C=C(C=CC1Cl)NC(N(C)C)=O